COC(=O)[C@H]1OC(O[C@@H]1C1=C(C=CC=C1)C)(CC)CC (4s,5r)-methyl-5-(2-methylphenyl)-2,2-diethyl-1,3-dioxolane-4-carboxylate